Cl.C1(CCCCC1)C(C(=O)NC1CCCCC1)N1C(=NC2=C1C=CC=C2)C2=CC(=CC=C2)OCC 2,N-dicyclohexyl-2-[2-(3-ethoxy-phenyl)-benzimidazol-1-yl]-acetamide hydrogen chloride